tert-butyl ((6-cyclohexylpyridin-3-yl)methyl)(2-methyl-1-oxo-1,2-dihydrophthalazin-6-yl)carbamate C1(CCCCC1)C1=CC=C(C=N1)CN(C(OC(C)(C)C)=O)C=1C=C2C=NN(C(C2=CC1)=O)C